C(C)O[C@@H]1CC[C@H](CC1)C#CC1=CN=C(C2=CC(=C(C=C12)C(=O)N)OC)OC[C@H]1NC([C@H]([C@H]1CC)F)=O 4-((trans-4-ethoxycyclohexyl)ethynyl)-1-(((2S,3S,4S)-3-ethyl-4-fluoro-5-oxopyrrolidin-2-yl)methoxy)-7-methoxyisoquinoline-6-carboxamide